methyl-α-carbomethoxycinnamate COC(C(=CC1=CC=CC=C1)C(=O)OC)=O